C(\C=C\C(=O)O)(=O)[O-].[Na+] monosodium fumarate